1-phenyl-2,2,5-trimethyl-4-hexene C1(=CC=CC=C1)CC(CC=C(C)C)(C)C